3-(3-(4-(2-cyclohexylethyl)benzyl)isoxazol-5-yl)pyridin-2-amine C1(CCCCC1)CCC1=CC=C(CC2=NOC(=C2)C=2C(=NC=CC2)N)C=C1